(S)-N1-(7-(4-aminobut-1-yn-1-yl)-5-methyl-4-oxo-2,3,4,5-tetrahydrobenzo[b][1,4]oxazepin-3-yl)-N2-phenethyloxalamide NCCC#CC1=CC2=C(OC[C@@H](C(N2C)=O)NC(C(=O)NCCC2=CC=CC=C2)=O)C=C1